NCC(NCC(N[C@H](C(NCC(NCO[C@H](C(=O)O)C1CC1)=O)=O)CC1=CC=CC=C1)=O)=O (2S,10S)-16-amino-10-benzyl-2-cyclopropyl-6,9,12,15-tetraoxo-3-oxa-5,8,11,14-tetraazahexadecanoic acid